3-(5-cyclobutyl-1,3-thiazol-2-yl)-5-[(2S)-tetrahydrofuran-2-ylmethoxy]benzoic acid C1(CCC1)C1=CN=C(S1)C=1C=C(C(=O)O)C=C(C1)OC[C@H]1OCCC1